rac-(1S*,2S*)-2-(5-chloro-2-fluorophenyl)-N-(6-(((6-cyclopropylimidazo[1,2-a]pyridin-2-yl)methyl)amino)pyrimidin-4-yl)cyclopropane-1-carboxamide ClC=1C=CC(=C(C1)[C@@H]1[C@H](C1)C(=O)NC1=NC=NC(=C1)NCC=1N=C2N(C=C(C=C2)C2CC2)C1)F |r|